5-[2-(5-chloropyridin-2-yl)-5,7-difluoro-1H-indol-3-yl]-1,3,4-oxadiazol-2-ol ClC=1C=CC(=NC1)C=1NC2=C(C=C(C=C2C1C1=NN=C(O1)O)F)F